O[C@@]1(C(N(CC1)C)=O)C1=CC(=NO1)C=1C=C(C=CC1)C1=C2C(=NC(=C1)C(=O)N)NC=C2 (R)-4-(3-(5-(3-Hydroxy-1-methyl-2-oxopyrrolidin-3-yl)isoxazol-3-yl)phenyl)-1H-pyrrolo[2,3-b]pyridine-6-carboxamide